C(C)N1N=C(N=C1)C=1C=C(C(=O)OC)C=CC1OC Methyl 3-(1-ethyl-1H-1,2,4-triazol-3-yl)-4-methoxybenzoate